2-[3-(difluoromethoxy)-5-methoxyphenyl]-1-[(2S)-7-methyl-6-(pyrimidin-2-yl)-3,4-dihydro-1H-spiro[1,8-naphthyridine-2,3'-pyrrolidin]-1'-yl]propan-1-one FC(OC=1C=C(C=C(C1)OC)C(C(=O)N1C[C@]2(CC1)NC1=NC(=C(C=C1CC2)C2=NC=CC=N2)C)C)F